pentyl 2-furanacrylate O1C(=CC=C1)C=CC(=O)OCCCCC